(7S)-7-tert-butyl-N-[(1R)-1-[4-[6-(2-fluoroethoxy)-3-pyridyl]phenyl]-3-(4-hydroxypiperidin-1-ium-1-yl)propyl]-5,6,7,8-tetrahydrothiazolo[5,4-b]quinoline-2-carboxamide C(C)(C)(C)[C@@H]1CC=2C=C3C(=NC2CC1)SC(=N3)C(=O)N[C@H](CC[NH+]3CCC(CC3)O)C3=CC=C(C=C3)C=3C=NC(=CC3)OCCF